C#CC(CCC)O 1-hexyn-3-ol